4'H,6'H-spiro[1,3-dioxolan-2,5'-[1,2,4]triazolo[4,3-a][1]benzazepine]-8'-carbonitrile C1=NN=C2N1C1=C(CC3(C2)OCCO3)C=C(C=C1)C#N